(S)-4-(3-chloro-4-(9-(2-methoxy-5-methylbenzyl)-6-(1-methylcyclopropoxy)-9H-purin-8-yl)phenoxy)-2-methylbutanoic acid ClC=1C=C(OCC[C@@H](C(=O)O)C)C=CC1C=1N(C2=NC=NC(=C2N1)OC1(CC1)C)CC1=C(C=CC(=C1)C)OC